C(=O)C1=CNC=2N=CC=C(C21)C#N 3-FORMYL-1H-PYRROLO[2,3-B]PYRIDINE-4-CARBONITRILE